C(CCCCCCC)(=O)NCCCC[C@H](N)C(=O)N[C@@H](CCC(=O)O)C(=O)O N6-octanoyl-L-lysyl-L-glutamic acid